OC1C2CC(C(C1C)C2)CNC(C(=C)C)=O N-((5-hydroxy-6-methylbicyclo[2.2.1]hept-2-yl)methyl)methacrylamide